5-fluoro-6-methoxy-3-((trimethylsilyl)oxy)-1H-indene-2-carbaldehyde FC=1C=C2C(=C(CC2=CC1OC)C=O)O[Si](C)(C)C